hydroxy-1-methylethyl-9Z-octadecenamide OC(=C(C(=O)N)C(C)C)CCCCCCCCCCCCCCC